5-phenylpyridine-3-sulfonamide C1(=CC=CC=C1)C=1C=C(C=NC1)S(=O)(=O)N